C(C)(C)(C)C(=CC1=CC=CC=C1)CC(C(=O)O)=C t-butyl-styrene-methacrylic acid